ClC1=C(C=C(C=C1)C1=CN(C(C=C1)=O)C(C)C)C[C@@H](C(=O)NC1=CC=C(C=C1)C1=NN=CN1C)NC(OCC1=CC=CC=C1)=O benzyl N-[(1S)-1-[[2-chloro-5-(1-isopropyl-6-oxo-3-pyridyl)phenyl]methyl]-2-[4-(4-methyl-1,2,4-triazol-3-yl)anilino]-2-oxo-ethyl]carbamate